6-chloro-3-((1-(4-(difluoromethyl)phenyl)-4-methyl-1H-1,2,3-triazol-5-yl)methoxy)pyridazine-4-carbonitrile ClC1=CC(=C(N=N1)OCC1=C(N=NN1C1=CC=C(C=C1)C(F)F)C)C#N